N-methyl-furoindoline CN1CCC2=CC=C3C(=C12)C=CO3